(S)-2-(((4-amino-6-chloropyrimidin-5-yl)oxy)methyl)pyrrolidine-1-carboxylic acid tert-butyl ester C(C)(C)(C)OC(=O)N1[C@@H](CCC1)COC=1C(=NC=NC1Cl)N